C(C)[C@@H]1N(C2=CC=CC=C2CC1)S(=O)(=O)C=1C=CC(=C(C(=O)OC)C1)O methyl (S)-5-((2-ethyl-3,4-dihydroquinolin-1(2H)-yl) sulfonyl)-2-hydroxybenzoate